3-phenyl-3-(4-ethoxyphenyl)-6-methoxy-5-methoxycarbonyl-2H-naphtho[1,2-b]pyran C1(=CC=CC=C1)C1(C=C2C(OC1)C1=CC=CC=C1C(=C2C(=O)OC)OC)C2=CC=C(C=C2)OCC